dicarboxy-2,2'-bipyridine C(=O)(O)C1=C(C(=NC=C1)C1=NC=CC=C1)C(=O)O